N1=CC=C(C=C1)CC 2-(pyridin-4-yl)ethane